C1=CC=C(C=2NC3=C(C=CC21)C=CC=C3)C(=O)[O-] dibenzo[b,f]azepine-4-carboxylate